COC1=C(C=CC=C1)N1N=C(C(=C1C)C(=O)N[C@H](C(C)C)C(=O)N[C@@H](CCC(=O)OCC)C(=O)OCC)C Diethyl (1-(2-methoxyphenyl)-3,5-dimethyl-1H-pyrazole-4-carbonyl)-D-valyl-L-glutamate